2,6-bis[1-(2-tert-butylphenylimino)ethyl]pyridine C(C)(C)(C)C1=C(C=CC=C1)N=C(C)C1=NC(=CC=C1)C(C)=NC1=C(C=CC=C1)C(C)(C)C